1-benzylpiperidin-4-one-2,2,6,6-d4 C(C1=CC=CC=C1)N1C(CC(CC1([2H])[2H])=O)([2H])[2H]